[(2S)-8-chloro-2-methyl-2,3-dihydro-1,4-benzoxazin-4-yl]-[3-(4,4,5,5-tetramethyl-1,3,2-dioxaborolan-2-yl)phenyl]methanone ClC1=CC=CC=2N(C[C@@H](OC21)C)C(=O)C2=CC(=CC=C2)B2OC(C(O2)(C)C)(C)C